(4-((2-(ethoxymethyl)-1-(2-hydroxy-2-methylpropyl)-4-(tritylamino)-1H-imidazo[4,5-c]quinolin-7-yl)methyl)phenyl)acetamide C(C)OCC=1N(C2=C(C(=NC=3C=C(C=CC23)CC2=CC=C(C=C2)CC(=O)N)NC(C2=CC=CC=C2)(C2=CC=CC=C2)C2=CC=CC=C2)N1)CC(C)(C)O